C(C1=CC=CC=C1)OC1=C2C(=C(N(C2=CC=C1)C1=CC=C(C=C1)F)C(=C)C1COCC1)C1=C(C(=O)O)C=CC=C1 [4-benzyloxy-1-(4-fluorophenyl)-2-(1-tetrahydrofuran-3-ylvinyl)indol-3-yl]benzoic acid